4-isopropylmorpholine C(C)(C)N1CCOCC1